2-(IMIDAZOL-4-YL)-ETHANAMIDE N1C=NC(=C1)CC(=O)N